OCCNC1=C(C=C(C=C1)C(F)(F)F)[N+](=O)[O-] 4-[(2-hydroxyethyl)amino]-3-nitro-1-trifluoromethylbenzene